(S)-N-(6-(1-methyl-5-(piperidin-1-ylmethyl)-1H-pyrazol-4-yl)isoquinolin-3-yl)-2-(2-methylmorpholinyl)acetamide CN1N=CC(=C1CN1CCCCC1)C=1C=C2C=C(N=CC2=CC1)NC(CN1C[C@@H](OCC1)C)=O